3-ethyl-5-(1-hydroxy-2,6,6-trimethyl-4-oxocyclohex-2-en-1-yl)penta-2,4-dienoic acid C(C)C(=CC(=O)O)C=CC1(C(=CC(CC1(C)C)=O)C)O